ClC=1C(=NC(=NC1)N1C[C@H]([C@@H](CC1)NC1=CC=C2C(=NN(C2=C1)C)C1C(NC(CC1)=O)=O)C)NC1=CC=C2C=C(N=CC2=C1)O 3-(6-(((3R,4R)-1-(5-chloro-4-((3-hydroxyisoquinolin-7-yl)amino)pyrimidin-2-yl)-3-methylpiperidin-4-yl)amino)-1-methyl-1H-indazol-3-yl)piperidine-2,6-dione